(S)-N7-(3-chlorophenyl)-3-cyclopropyl-N5-(piperidin-3-yl)pyrazolo[1,5-a]pyrimidine-5,7-diamine ClC=1C=C(C=CC1)NC1=CC(=NC=2N1N=CC2C2CC2)N[C@@H]2CNCCC2